C1=CC=CC=2C3=CC=CC=C3C(C12)COC(=O)N[C@H](C(=O)O)CC=1C=NC(=CC1)N1CCN(CC1)C(C)=O (S)-2-((((9H-fluoren-9-yl)methoxy)carbonyl)amino)-3-(6-(4-acetylpiperazin-1-yl)pyridin-3-yl)propanoic acid